(2R,4S)-6-chloro-4-hydroxychroman-2-carboxylic acid ClC=1C=C2[C@H](C[C@@H](OC2=CC1)C(=O)O)O